O-allyl-N-(tert-butoxycarbonyl)-L-threonine methyl ester COC([C@@H](NC(=O)OC(C)(C)C)[C@H](OCC=C)C)=O